C(C1=CC=CC=C1)OCC[C@@H](CCC)OC1=NN2C(C(=N1)N(CC1=C(C=C(C=C1)OC)OC)CC1=C(C=C(C=C1)OC)OC)=NC=C2C(C2=CC=C(C=C2)CCCN(C(OC(C)(C)C)=O)C)O |o1:10| tert-butyl (3-(4-((2-(((R or S)-1-(benzyloxy)hexan-3-yl)oxy)-4-(bis(2,4-dimethoxybenzyl)amino)imidazo[2,1-f][1,2,4]triazin-7-yl)(hydroxy)methyl)phenyl) propyl)(methyl)carbamate